6-amino-2,2-dideutero-1,3-benzodiazole-5-carboxylic acid NC=1C(=CC=2C(=NC(N2)([2H])[2H])C1)C(=O)O